1,4-diethyl sulfosuccinate S(=O)(=O)(O)C(C(=O)OCC)CC(=O)OCC